C(CCCCCCCCCCCCCCC)C(COC1=CC=C(C=C1)CC(=O)O)CCCCCCCCCCCCCCCC 4-(2-hexadecyl-octadecyloxy)phenylacetic acid